C1[C@H]([C@@H]([C@H]([C@@H]([C@H]1[NH3+])O[C@@H]2[C@@H]([C@H]([C@@H]([C@H](O2)C=O)O)O)O)O)O)[NH3+] The molecule is an organic cation obtained by protonation of the two amino groups of 2'-deamino-2'-hydroxy-6'-dehydroparomamine; major species at pH 7.3. It is an organic cation and an ammonium ion derivative. It is a conjugate base of a 2'-deamino-2'-hydroxy-6'-dehydroparomamine.